magnesium-aluminum silicate [Si]([O-])([O-])([O-])[O-].[Al+3].[Mg+2]